[Na+].P(=O)(O)(O)C(C(C(=O)[O-])(C(=O)[O-])C(=O)[O-])CC.[Na+].[Na+] Phosphonobutantricarboxylic acid sodium salt